sodium 14-mercaptotetradecane-1-sulfonate SCCCCCCCCCCCCCCS(=O)(=O)[O-].[Na+]